COC(=O)C1=C(C(=NN1C[C@H]1CC(CC1)(F)F)O)C(F)(F)F.FCCOC=1C=C(C(=O)N)C=CC1 3-(2-fluoroethoxy)benzamide Methyl-(R)-1-((3,3-difluorocyclopentyl)methyl)-3-hydroxy-4-(trifluoromethyl)-1H-pyrazole-5-carboxylate